ClC=1C=C(C=2N(N1)C=NC2)C(C(=O)OCC)C#N ethyl 2-(2-chloroimidazo[1,5-b]pyridazin-4-yl)-2-cyanoacetate